(R)-1,5-dimethyl-N-(5-(5-(methyl-d3)-1,2,4-oxadiazol-3-yl)-2,3-dihydro-1H-inden-1-yl)-1H-pyrazole-4-carboxamide CN1N=CC(=C1C)C(=O)N[C@@H]1CCC2=CC(=CC=C12)C1=NOC(=N1)C([2H])([2H])[2H]